(1R,2R)-N,N'-diethyl-1,2-cyclohexanediamine C(C)N[C@H]1[C@@H](CCCC1)NCC